6-(2-chlorophenyl)-2-[(1,1,2,3,3-pentamethyl-2,3-dihydro-1H-isoindol-5-yl)amino]imidazo[1,2-a]pyrimido[5,4-e]pyrimidin-5(6H)-one ClC1=C(C=CC=C1)N1C=2N(C3=C(C1=O)C=NC(=N3)NC=3C=C1C(N(C(C1=CC3)(C)C)C)(C)C)C=CN2